FC1(C(CCCC1)CN)F 2,2-difluorocyclohexylmethylamine